CS(=O)(C)=NC1=CC=C(C=C1)NC1=NC=C(C(=N1)C1=CNC2=CC(=CC=C12)OC)C N-[4-[[dimethyl(oxo)-λ6-sulfanylidene]amino]phenyl]-4-(6-methoxy-1H-indol-3-yl)-5-methyl-pyrimidin-2-amine